3-bromo-5-(2-fluoropropan-2-yl)benzoic acid BrC=1C=C(C(=O)O)C=C(C1)C(C)(C)F